diethyl (2-((2-cyano-4-(8-(1-methyl-6-(trifluoromethyl)-1H-benzo[d]imidazol-5-yl)indolizine-3-carbonyl)phenyl)amino)-2-oxoethyl)phosphonate C(#N)C1=C(C=CC(=C1)C(=O)C1=CC=C2C(=CC=CN12)C1=CC2=C(N(C=N2)C)C=C1C(F)(F)F)NC(CP(OCC)(OCC)=O)=O